1-(4-chlorophenyl)-N-(3-methyl-1-(1H-tetrazol-5-yl)piperidin-3-yl)cyclopropanecarboxamide ClC1=CC=C(C=C1)C1(CC1)C(=O)NC1(CN(CCC1)C1=NN=NN1)C